COC1=C(C=C(C=N1)CN1N=C(C=CC1=O)C=1C=NC(=NC1)OCC(F)(F)F)C 2-((6-methoxy-5-methylpyridin-3-yl)methyl)-6-(2-(2,2,2-trifluoroethoxy)pyrimidin-5-yl)pyridazine-3(2H)-one